NC1=NNC2=CC(=CC(=C12)C1=CC=C(C=C1)C1=C(C(C(=NN1C)C(=O)N)=O)C1=CC=C(C=C1)F)C1CCN(CC1)C(C(C)C)=O (4-(3-amino-6-(1-isobutyrylpiperidin-4-yl)-1H-indazol-4-yl)phenyl)-5-(4-fluorophenyl)-1-methyl-4-oxo-1,4-dihydropyridazine-3-carboxamide